1H-Indol-4-yloxy(oxo)borane N1C=CC2=C(C=CC=C12)OB=O